cyclopropyl-1-(3-(1-hydroxyethyl)benzyl)-N3-methyl-2-oxo-1,2-dihydropyridine-3,5-dicarboxamide C1(CC1)C1=C(C(N(C=C1C(=O)N)CC1=CC(=CC=C1)C(C)O)=O)C(=O)NC